FC1=C(C=CC=C1F)[C@H]([C@@H](OS(=O)(=O)C)[C@@H]1N(CCC1)C(=O)OCC1=CC=CC=C1)C1=CC=C(C=C1)F benzyl (R)-2-((1R,2R)-2-(2,3-difluorophenyl)-2-(4-fluorophenyl)-1-((methylsulfonyl)oxy)ethyl)pyrrolidine-1-carboxylate